ClC=1C=C(C=CC1F)NC(=O)C1=CC=C(C=2C(COC21)NS(=O)(=O)C2CC2)F N-(3-chloro-4-fluorophenyl)-3-(cyclopropanesulfonamido)-4-fluoro-2,3-dihydrobenzofuran-7-carboxamide